FC=1C=CC=2C[C@@H](C2C1)NC(=NO)C=1C(=NON1)OCC(=O)NCCO (S)-2-((4-(N-(4-Fluorobicyclo[4.2.0]octa-1(6),2,4-trien-7-yl)-N'-hydroxycarbamimidoyl)-1,2,5-oxadiazol-3-yl)oxy)-N-(2-hydroxyethyl)acetamid